C1(CC1)N1N=C(C(=C1NC(CC1(CCC1)C(F)(F)F)=O)C)C1CC(C1)(F)F N-(1-cyclopropyl-3-(3,3-difluoro-cyclobutyl)-4-methyl-1H-pyrazol-5-yl)-2-(1-(tri-fluoromethyl)cyclobutyl)acetamide